FC1([C@@H](C1)C(=O)NC1=CC(=C(C=C1)C(F)(F)F)C1=NC=CC=C1)F (1S)-2,2-difluoro-N-[3-pyridin-2-yl-4-(trifluoromethyl)phenyl]cyclopropane-1-carboxamide